(3S,4S)-4-[4-[3-Chloro-4-[(1S)-2-fluoro-1-(5-fluoro-2-pyridyl)ethoxy]pyrazolo[1,5-a]pyridin-6-yl]-5-methyl-triazol-1-yl]-3-hydroxy-piperidine-1-carbonitrile ClC=1C=NN2C1C(=CC(=C2)C=2N=NN(C2C)[C@@H]2[C@H](CN(CC2)C#N)O)O[C@H](CF)C2=NC=C(C=C2)F